6,7-difluoro-2,3-dihydrobenzo[b][1,4]dioxine-5-carbaldehyde FC1=C(C2=C(OCCO2)C=C1F)C=O